BrCCCC(=O)OCCCCCCCCC=CCC=CCCCCC octadeca-9,12-dien-1-yl 4-bromobutyrate